2-Methylpenten CC(=C)CCC